3-[4-chloro-5-methyl-3-(trifluoromethyl)pyrazol-1-yl]-N-(2-methyl-1,3-benzothiazol-6-yl)benzamide ClC=1C(=NN(C1C)C=1C=C(C(=O)NC2=CC3=C(N=C(S3)C)C=C2)C=CC1)C(F)(F)F